tetratriacontanediamine C(CCCCCCCCCCCCCCCCCCCCCCCCCCCCCCCCC)(N)N